3-(1,1,1-trifluoro-2-methylpropan-2-yl)pyrrolidine HCl salt Cl.FC(C(C)(C)C1CNCC1)(F)F